ClC=1C=2N(C=NN1)C(=C(C2)C2=CC=C(C#N)C=C2)C2=CC=C(C=C2)C 4-(1-chloro-6-(p-tolyl)pyrrolo[1,2-d][1,2,4]triazin-7-yl)benzonitrile